C(C=C)[C@@H]1[C@@](CN(C1)S(N[C@H]1[C@@H](C1)NC(=O)OC(C)(C)C)(=O)=O)(C(=O)O[C@H](C)C1=CC=CC=C1)N=[N+]=[N-] |&1:10,11| (R)-1-phenylethyl (3R,4S)-4-allyl-3-azido-1-(N-((rac)-trans-2-((tert-butoxycarbonyl)amino)cyclopropyl)sulfamoyl)pyrrolidine-3-carboxylate